N-(2-cyclopropyl-2,2-difluoroethyl)-5-(3-(2-fluoroethyl)-2-methyl-3H-imidazo[4,5-b]pyridin-5-yl)pyrrolo[2,1-f][1,2,4]triazin-2-amine C1(CC1)C(CNC1=NN2C(C=N1)=C(C=C2)C2=CC=C1C(=N2)N(C(=N1)C)CCF)(F)F